C(C)(=O)C1=NN(C=2C=CC=C(C12)C(=O)O)CC(=O)N(C1CC1)CC(=O)NCC1=C(C(=CC=C1)Cl)F 3-acetyl-1-(2-((2-(3-chloro-2-fluorophenylmethylamino)-2-oxoethyl)(cyclopropyl)amino)-2-oxoethyl)-1H-indazole-4-carboxylic acid